COC=1C(=CC2=CN(N=C2C1)C1CCC(CC1)N(C(=O)C1CC1)C)C(=O)NC=1C=NN2C1N=CC=C2 6-methoxy-2-((1r,4r)-4-(N-methylcyclopropanecarboxamido)cyclohexyl)-N-(pyrazolo[1,5-a]pyrimidin-3-yl)-2H-indazole-5-carboxamide